C(CC)C1=NC=2N(C(=C1)O)N=CC2 5-propylpyrazolo[1,5-a]pyrimidin-7-ol